carbon tetra(isobutene) C=C(C)C.C=C(C)C.C=C(C)C.C=C(C)C.[C]